FC1(CCN(CC1)C1=NC(=CC(=C1)C=1OC(=NN1)C1=C(C=C(C=C1)I)N1CCC2(CC2)CC1)C)F 2-(2-(4,4-difluoropiperidin-1-yl)-6-methylpyridin-4-yl)-5-(4-iodo-2-(6-azaspiro[2.5]octan-6-yl)phenyl)-1,3,4-oxadiazole